COC1=CC=C(C=C1)/C=C/C(=O)C1=CC=C(C=C1)S(=O)(=O)NCC(=O)O 2-[[4-[(E)-3-(4-Methoxyphenyl)prop-2-enoyl]phenyl]sulfonylamino]acetic acid